2'-(1,2-ethanediyldioxy)bis-ethanethiol C(COCCS)OCCS